O1CCN(CC1)C1=CC(=NC=N1)N[C@H]1CN(CCC1)C1=NN(C=N1)COCC[Si](C)(C)C 6-morpholino-N-[(3R)-1-[1-(2-trimethylsilylethoxymethyl)-1,2,4-triazol-3-yl]-3-piperidyl]pyrimidin-4-amine